CC(=O)N(OCC)C dimethylethoxyformamide